3-[3-[3-(trifluoromethoxy)phenyl]-1-bicyclo[1.1.1]pentanoyl]azetidine-1-carboxylic acid tert-butyl ester C(C)(C)(C)OC(=O)N1CC(C1)C(=O)C12CC(C1)(C2)C2=CC(=CC=C2)OC(F)(F)F